N-phenylcyclohexane-1,2-diamine C1(=CC=CC=C1)NC1C(CCCC1)N